tert-butyl (2S,4R)-2-(dimethylcarbamothioyl)-4-[(3-sulfamoylphenyl)methoxy]pyrrolidine-1-carboxylate CN(C(=S)[C@H]1N(C[C@@H](C1)OCC1=CC(=CC=C1)S(N)(=O)=O)C(=O)OC(C)(C)C)C